BrC1=CC=C(C=C1)OC(C(CCNC([C@@H](CC(=O)N)NC(CCCCCCC)=O)=O)(C)C)=O.OCCN1CCN(CC1)CCS(=O)(=O)O 4-(2-Hydroxyethyl)-1-piperazineethanesulfonic acid 4-bromophenyl-(R)-4-(4-amino-2-octanamido-4-oxobutanamido)-2,2-dimethylbutanoate